1-(4-(difluoromethoxy)phenyl)-7-ethoxy-3-(2-(2-hydroxyethyl)-2H-indazol-5-yl)-1,8-naphthyridin-2(1H)-one FC(OC1=CC=C(C=C1)N1C(C(=CC2=CC=C(N=C12)OCC)C1=CC2=CN(N=C2C=C1)CCO)=O)F